C1(=CC=CC=2SC3=CC=CC=C3SC12)C=1C=C2C=CC=C(C2=CC1)C1=CC=CC2=CC(=CC=C12)C1=CC=CC=2SC3=CC=CC=C3SC12 6,6'-di(thianthren-1-yl)-1,1'-binaphthalene